C(C)OCOC=1C=C(C#N)C=CC1C1=NN=C(C=2C3CCC(C12)CC3)N[C@H]3CN(CCC3)C (R)-3-(ethoxymethoxy)-4-(4-((1-methylpiperidin-3-yl)amino)-5,6,7,8-tetrahydro-5,8-ethanophthalazin-1-yl)benzonitrile